F[B-](F)(F)F.C1(=CC=CC=C1)[N+]=1N=C2COCCN2C1 2-phenyl-5,6-dihydro-8H-[1,2,4]triazolo[3,4-c][1,4]oxazine-2-ium tetrafluoroborate